C1(=CC=CC=C1)C=1OC=NN1 phenyl-1,3,4-oxadiazole